FC1=CC=C(C=C1)C(C)C=1C(=NC=C(N1)C=1OC(=CN1)C)NCCN1CCCC1 3-(1-(4-fluorophenyl)ethyl)-5-(5-methyloxazol-2-yl)-N-(2-(pyrrolidin-1-yl)ethyl)pyrazin-2-amine